O1CC(CCC1)CN1C[C@@H]2[C@H](C1)CC(C2)CNC=2N=NC(=CC2)C=2N(N=CC2C)C N-[[(3aR,5s,6aS)-2-(tetra-hydropyran-3-ylmethyl)-3,3a,4,5,6,6a-hexahydro-1H-cyclopenta[c]pyrrol-5-yl]methyl]-6-(2,4-dimethylpyrazol-3-yl)pyridazin-3-amine